IC1=C(C(OC(=C1)C(=O)OC)=O)OC methyl 4-iodo-3-methoxy-2-oxo-2H-pyran-6-carboxylate